NC1=C(C(=O)O)C=C(C(=C1)OC)OCC1=CC=CC=C1 2-amino-5-(phenylmethoxy)-4-methoxybenzoic acid